4-(6-amino-2-chloro-9H-purin-9-yl)-N-{4-[2-({4-[(4-methylpiperazin-1-yl)methyl]-3-(trifluoromethyl)phenyl}amino)-2-oxoethyl]phenyl}cyclohexanecarboxamide NC1=C2N=CN(C2=NC(=N1)Cl)C1CCC(CC1)C(=O)NC1=CC=C(C=C1)CC(=O)NC1=CC(=C(C=C1)CN1CCN(CC1)C)C(F)(F)F